C(#N)CCC1(OCCO1)CCC=1N=NN(C1)[C@H](C(=O)N1[C@@H](C[C@H](C1)O)C(=O)NC)C(C)(C)C (2S,4R)-1-[(2S)-2-[4-[2-[2-(2-cyanoethyl)-1,3-dioxolan-2-yl]ethyl]triazol-1-yl]-3,3-dimethyl-butanoyl]-4-hydroxy-N-methyl-pyrrolidine-2-carboxamide